propyl-diphenoxymethoxysilane Ditridecylphosphite C(CCCCCCCCCCCC)OP(OCCCCCCCCCCCCC)O.C(CC)[SiH2]OC(OC1=CC=CC=C1)OC1=CC=CC=C1